methyl (2E,4E)-5-(1-hydroxy-2,6,6-trimethyl-4-oxocyclohex-2-en-1-yl)-3-(trifluoromethyl)penta-2,4-dienoat OC1(C(=CC(CC1(C)C)=O)C)/C=C/C(=C\C(=O)OC)/C(F)(F)F